aluminum chloride sesquihydrate O.[Al](Cl)(Cl)Cl.O.O.[Al](Cl)(Cl)Cl